ClC1=C(C=C2CCN(CC2=C1)CC(F)(F)F)NC1=NC=C(C(=N1)C=1SC=C(C1)S(=O)(=O)C)C(F)(F)F 7-chloro-N-[4-(4-methylsulfonyl-2-thienyl)-5-(trifluoromethyl)pyrimidin-2-yl]-2-(2,2,2-trifluoroethyl)-3,4-dihydro-1H-isoquinolin-6-amine